C(C1=CC=CC=C1)OC=1C2=C(N=C(N1)OC[C@H]1N(CCC1)C)C(=C(N=C2)C2=CC(=CC1=CC=CC=C21)O)F (S)-4-(4-(benzyloxy)-8-fluoro-2-((1-methylpyrrolidin-2-yl)methoxy)pyrido[4,3-d]pyrimidin-7-yl)naphthalen-2-ol